The molecule is an acyl-CoA(4-) species arising from deprotonation of the phosphate and diphosphate OH groups of cis-dodec-3-enoyl-CoA; major species at pH 7.3. It has a role as a human metabolite. It is a conjugate base of a cis-dodec-3-enoyl-CoA. CCCCCCCC/C=C\\CC(=O)SCCNC(=O)CCNC(=O)[C@@H](C(C)(C)COP(=O)([O-])OP(=O)([O-])OC[C@@H]1[C@H]([C@H]([C@@H](O1)N2C=NC3=C(N=CN=C32)N)O)OP(=O)([O-])[O-])O